O[C@@H]1[C@H]([C@@H](O[C@@H]([C@@H]1O)NC=1C2=C(N=CN1)C=CN2)C)NC(=O)[C@@H]2N(CC[C@@H]2O)C(=O)OC(C)(C)C tert-butyl (2R,3S)-2-[[(2S,3R,4R,5R,6S)-4,5-dihydroxy-2-methyL-6-(5H-pyrrolo[3,2-d]pyrimidin-4-ylamino)tetrahydropyran-3-yl]carbamoyl]-3-hydroxy-pyrrolidine-1-carboxylate